OCCN1C(C2=CC=C3C(=C2CC1(C(F)(F)F)NC1=CC=CC=C1)OCO3)=O 7-(2-Hydroxyethyl)-8-(phenylamino)-8-(trifluoromethyl)-8,9-dihydro-[1,3]dioxolo[4,5-f]isoquinolin-6(7H)-one